N-methyl-5-(4-((4-(4-oxo-3,4-dihydro-quinazolin-2-yl)piperidin-1-yl)methyl)piperidin-1-yl)picolinamide CNC(C1=NC=C(C=C1)N1CCC(CC1)CN1CCC(CC1)C1=NC2=CC=CC=C2C(N1)=O)=O